CC(C#C)N1CC=2C3=C(N(N=C3CC1)C1=NNC=C1)N=C(C2)N2[C@@H](COCC2)C (3R)-4-(7-(but-3-yn-2-yl)-2-(1H-pyrazol-3-yl)-6,7,8,9-tetrahydro-2H-1,2,3,7-tetraazabenzo[cd]azulene-4-yl)-3-methylmorpholine